1,7-diamino-6H,12H-5,11-methanodibenzo[1,5]diazocine-2,8-diol NC1=C(C=CC2=C1CN1C3=C(CN2C1)C(=C(C=C3)O)N)O